C(C)OC(=O)C=1C=NN(C1)C1=NC=C(C=C1Cl)N 1-(5-amino-3-chloropyridin-2-yl)-1H-pyrazole-4-carboxylic acid ethyl ester